2,2'-methylene-bis(4-methyl-6-tert-butylphenol) C(C1=C(C(=CC(=C1)C)C(C)(C)C)O)C1=C(C(=CC(=C1)C)C(C)(C)C)O